3-{[Tert-butyl-(diphenyl)silyl]oxy}-2-phenylpropan-1-ol C(C)(C)(C)[Si](OCC(CO)C1=CC=CC=C1)(C1=CC=CC=C1)C1=CC=CC=C1